(1R,5S)-6,6-dimethylbicyclo[3.1.1]heptane CC1([C@H]2CCC[C@@H]1C2)C